[Cl-].C(C)C(CN1C=[N+](C=C1)CCCCCCCCCCCC)CCCC 1-(2-ethylhexyl)-3-dodecylimidazolium chloride